7,7-dimethyl-4-(1-methyl-1H-indol-7-yl)-2-(2-(2-propenoyl)-2,6-diazaspiro[3.4]octan-6-yl)-7,8-dihydro-5H-pyrano[4,3-b]pyridine-3-carbonitrile CC1(CC2=NC(=C(C(=C2CO1)C=1C=CC=C2C=CN(C12)C)C#N)N1CC2(CN(C2)C(C=C)=O)CC1)C